OC1=CC=C(/C=C/C=2C=CC=CC2)C=C1 E-5-(4-hydroxystyryl)benzene